FC1CCNCCC1 4-fluorohexahydroazepine